tert-Butyl 8-hydroxy-1-methyl-2,3,4,4a,5,7,8,8a-octahydro-1,6-naphthyridine-6-carboxylate OC1CN(CC2CCCN(C12)C)C(=O)OC(C)(C)C